Natrium N-(2-Carboxyethyl)-N-(2-ethylhexyl)-beta-alaninat C(=O)(O)CCN(CCC(=O)[O-])CC(CCCC)CC.[Na+]